ClC1=C(C=CC=C1C(NC1(CC1)C)=O)NC1=C(C=C(C(=O)N=C2NCCN2)C=C1)S(=O)C 4-({2-chloro-3-[(1-methylcyclopropyl)carbamoyl]phenyl}amino)-N-[(2E)-imidazolidin-2-ylidene]-3-methanesulfinylbenzamide